CN1C(C=C(C2=C1N=C(N=C2)NC2=CC(=C(C=C2)N2CCN(CC2)C)OCCC2=CC=CC=C2)C#C[Si](C(C)C)(C(C)C)C(C)C)=O 8-Methyl-2-((4-(4-methylpiperazin-1-yl)-3-phenethoxyphenyl)amino)-5-((triisopropylsilyl)ethynyl)pyrido[2,3-d]pyrimidin-7(8H)-one